2-chloro-1-(1-fluorocyclopropyl)ethan-1-one ClCC(=O)C1(CC1)F